ClC=1C=C(C=CC1)C(C)O 1-(3-chlorophenyl)-1-ethanol